NCC1=NC=C2C=CC(=NC2=C1)C1=NC(=NC=C1)N1C(N(C(C1)(C)C)C)=O 1-(4-(7-(aminomethyl)-1,6-naphthyridin-2-yl)pyrimidin-2-yl)-3,4,4-trimethylimidazolidin-2-one